C(#N)C1=C(C=O)C=CC(=C1)F 2-CYANO-4-FLUOROBENZALDEHYDE